C(C)(C)(C)OC(=O)NC(CC(C(=O)O)(CC=CC)NC(=O)OC(C)(C)C)NC(=O)OC(C)(C)C 2-(bis(t-butoxycarbonylamino)ethyl)-2-(t-butoxycarbonylamino)hex-4-enoic acid